N-(5-ethoxycarbonyl-4-methylthiazol-2-yl)-4-hydroxy-3-methoxybenzamide C(C)OC(=O)C1=C(N=C(S1)NC(C1=CC(=C(C=C1)O)OC)=O)C